trans-β-methyl-β-nitrostyrene C/C(=C\C1=CC=CC=C1)/[N+](=O)[O-]